FC1=CC=C(C=C1)NC(=O)C1(CC1)C(=O)NC1=CC=C(C=C1)OC1=CC=NC2=CC(=C(C=C12)/C=N/OC)OC 1-N'-(4-fluorophenyl)-1-N-[4-[7-methoxy-6-[(E)-methoxyiminomethyl]quinolin-4-yl]oxyphenyl]cyclopropane-1,1-dicarboxamide